C(C)(C)(C)OC(=O)N1C[C@@H](CC1)N1N=CC(=C1)CCC(C)=O (R)-3-(4-(3-Oxobutyl)-1H-pyrazol-1-yl)pyrrolidine-1-carboxylic acid tert-butyl ester